(S)-2-(2-(hydroxymethyl)morpholino)-4-oxo-8-vinyl-4H-chromen-6-carboxylic acid OC[C@H]1OCCN(C1)C=1OC2=C(C=C(C=C2C(C1)=O)C(=O)O)C=C